4-[[2-[4-[4-amino-2-(4-fluoro-N-[2-amino-1-methyl-2-oxo-ethyl]anilino)thiazole-5-carbonyl]phenoxy]acetyl]amino]benzamide NC=1N=C(SC1C(=O)C1=CC=C(OCC(=O)NC2=CC=C(C(=O)N)C=C2)C=C1)N(C1=CC=C(C=C1)F)C(C(=O)N)C